(R)-6-Chloro-N-(8,9-difluoro-6-oxo-1,2,3,4,5,6-hexahydrobenzo[c][1,7]naphthyridin-1-yl)-N-methylindolizine-2-carboxamide ClC1=CN2C=C(C=C2C=C1)C(=O)N(C)[C@@H]1C=2C3=C(C(NC2CNC1)=O)C=C(C(=C3)F)F